2-(1-isopropyl-5-(quinolin-6-yl)-1H-indol-3-yl)-N-(pyridin-2-ylmethyl)acetamide C(C)(C)N1C=C(C2=CC(=CC=C12)C=1C=C2C=CC=NC2=CC1)CC(=O)NCC1=NC=CC=C1